2,3-norbornanedicarboxylic acid disodium salt [Na+].[Na+].C12C(C(C(CC1)C2)C(=O)[O-])C(=O)[O-]